BrC1=C2C=NN(C2=CC(=C1CCCOCC(=O)O)Cl)C1OCCCC1 2-(3-(4-Bromo-6-chloro-1-(tetrahydro-2H-pyran-2-yl)-1H-indazol-5-yl)propoxy)acetic acid